bis(bromomethyl) ether BrCOCBr